BrC1=NN(C=C1)C1=CN=NC=C1 4-(3-bromo-1H-pyrazol-1-yl)pyridazine